4-methylthiophenyl-boron Methyl-4-(4-(2-((2S,3S)-1-methyl-5-oxo-2-(pyridin-3-yl)pyrrolidine-3-carboxamido)ethoxy)butoxy)butanoate COC(CCCOCCCCOCCNC(=O)[C@@H]1[C@H](N(C(C1)=O)C)C=1C=NC=CC1)=O.CSC1=CC=C(C=C1)[B]